N-[3-[1-methyl-2-(5-methyltriazol-1-yl)ethyl]phenyl]-6-(trifluoromethyl)pyridine-2-carboxamide CC(CN1N=NC=C1C)C=1C=C(C=CC1)NC(=O)C1=NC(=CC=C1)C(F)(F)F